C(=CC)N1CCN(CC1)C1=NC(=NC2=CC=C(C=C12)C=1C=C(C(=NC1)OC)NS(=O)(=O)C1=C(C=C(C=C1)F)F)C#N N-(5-(4-(4-propenylpiperazin-1-yl)-2-cyanoquinazolin-6-yl)-2-methoxypyridin-3-yl)-2,4-difluorobenzenesulfonamide